CCCCOC(=O)C(C)OC(=O)CCC BUTYL BUTYRYLLACTATE